(1-(4-(aminomethyl)cyclohexyl)piperidin-4-yl)-4-chloro-7,7-dimethylindolo[1,2-a]quinazolin-5(7H)-one NCC1CCC(CC1)N1CCC(CC1)C1=CC=C(C=2C(N=C3N(C12)C1=CC=CC=C1C3(C)C)=O)Cl